1,3-oxazinan-6-one O1CNCCC1=O